C(CCCCCCCCCCCCCCCCC)(=O)[O-].[N+3].C(CCCCCCCCCCCCCCCCC)(=O)[O-].C(CCCCCCCCCCCCCCCCC)(=O)[O-] nitrogen stearate